Cl.Cl.Cl.Cl.NC(=[NH2+])N guanidinium hydrochloride Tris-HCl